BrC=1C=C2C(OCC=3C=CC(=CC3C3=CC=C(C(NS(C(C1O)=C2)(=O)=O)=C3)C(F)(F)F)C#N)=O 13-bromo-14-hydroxy-10,16,16-trioxo-19-(trifluoromethyl)-9-oxa-16λ6-thia-17-azatetracyclo[16.3.1.111,15.02,7]tricosa-1(21),2(7),3,5,11,13,15(23),18(22),19-nonaene-4-carbonitrile